menthol chloride [Cl-].C1(CC(C(CC1)C(C)C)O)C